(4-acetyl-2-methoxyphenyl)-2,2-difluoroacetic acid ethyl ester C(C)OC(C(F)(F)C1=C(C=C(C=C1)C(C)=O)OC)=O